(Z)-1-acetyl-3-((5-tert-butyl-1-benzylimidazol-4-yl)methylene)piperazine-2,5-dione C(C)(=O)N1C(/C(/NC(C1)=O)=C/C=1N=CN(C1C(C)(C)C)CC1=CC=CC=C1)=O